dioxocine O1OC=CC=CC=C1